ClC=1C=C2C(OCCOC=3C=CC(=CC3C3=CC(=C(C(NS(C(C1OC)=C2)(=O)=O)=C3)F)F)F)=O 15-chloro-4,21,22-trifluoro-16-methoxy-18,18-dioxo-8,11-dioxa-18λ6-thia-19-azatetracyclo[18.3.1.113,17.02,7]pentacosa-1(23),2(7),3,5,13,15,17(25),20(24),21-nonaen-12-one